C(=C)C1C2C(CCC1)O2 3-vinylcyclohexene oxide